5-bromo-N-((4-(trifluoromethyl)pyridin-2-yl)methyl)-1,3,4-thiadiazole-2-carboxamide BrC1=NN=C(S1)C(=O)NCC1=NC=CC(=C1)C(F)(F)F